C(#N)C1=C(OCC2CCN(CC2)C(=O)N(C)C)C=CC(=C1)CN1CC2=CC=CC=C2C1 4-((2-cyano-4-(isoindolin-2-ylmethyl)phenoxy)methyl)-N,N-dimethylpiperidine-1-carboxamide